OC=1C(OC(C1O)C1OC2(OC1)C1(CCC(C2)C1(C)C)C)=O 3,4-dihydroxy-5-(1,7,7-trimethylspiro[bicyclo[2.2.1]heptane-2,2'-[1,3]dioxolan]-4'-yl)furan-2(5H)-one